ClC=1C=C2N=CC(=NC2=CC1)C=1C=C2CN(C(C2=CC1)=O)C1C(NC(CC1)=O)=O 3-[5-(6-chloroquinoxalin-2-yl)-1-oxo-2,3-dihydro-1H-isoindol-2-yl]piperidine-2,6-dione